O=C(CC(=O)OC1C(C(C1(C)C)OC(C(=C)C)=O)(C)C)C 3-(methacryloyloxy)-2,2,4,4-tetramethylcyclobutyl 3-oxobutanoate